N-(3-carbamoyloxetan-3-yl)-5-((2-(difluoromethyl)pyridin-3-yl)methoxy)-2-methylbenzofuran C(N)(=O)C1(COC1)N1C(C(=CC=C1)COC=1C=CC2=C(C=C(O2)C)C1)C(F)F